FC(OC=1C=2N(C=C(C1)C=1C=C(C=3N(N1)C=C(N3)C)C)C=C(N2)C2CCNCC2)F 6-[8-(difluoromethoxy)-2-(4-piperidyl)imidazo[1,2-a]pyridin-6-yl]-2,8-dimethyl-imidazo[1,2-b]pyridazine